(5-chloro-8-quinolinoxy)acetic acid methyl ester COC(COC=1C=CC(=C2C=CC=NC12)Cl)=O